4-chloro-6-cyclopropyloxy-3-fluoro-2-(4H-1,2,4-triazol-3-yl)benzonitrile ClC1=C(C(=C(C#N)C(=C1)OC1CC1)C1=NN=CN1)F